C(CCCCCCCCCCC)C1=CC=C(C=C1)S(=O)(=O)ON=C(C#N)C1=CC=CC=C1 α-(4-dodecylbenzenesulfonyloxyimino)-phenyl-Acetonitrile